CN(C=1C2=C(N=C(N1)C=1N=CC3=CC=NC=C3C1)CCC2)CC(=O)O [methyl[2-(2,6-naphthyridin-3-yl)-5H,6H,7H-cyclopenta[d]pyrimidin-4-yl]amino]acetic acid